C1=CC=CC=2C3=CC=CC=C3C(C12)COC(=O)N[C@H](CNCC(=O)OCC=C)CCCCNC(=O)OC(C)(C)C (S)-allyl 2-((2-((((9H-fluoren-9-yl)methoxy)carbonyl)amino)-6-((tert-butoxycarbonyl)amino)hexyl)amino)acetate